ClC=1C(=CC2=C(N(C[C@H](N(S2(=O)=O)C)C2CCCCC2)C2=CC=CC=C2)C1)C1=CC(=C(S1)C(=O)O)NC(=O)OCC(C)(C)OC (R)-5-(7-chloro-3-cyclohexyl-2-methyl-1,1-dioxido-5-phenyl-2,3,4,5-tetrahydrobenzo[f][1,2,5]thiadiazepin-8-yl)-3-(((2-methoxy-2-methylpropoxy)carbonyl)amino)thiophene-2-carboxylic acid